tungsten molybdenum salt [Mo].[W]